dichloro-diaminopalladium sulfite S(=O)(O)O.Cl[Pd](N)(N)Cl